FC([C@@H]1N(CCNC1)C)F (R)-2-(difluoromethyl)-1-methylpiperazine